2-methyl-4-(1-methyl-1H-imidazol-2-yl)quinoline-6-carboxylic acid CC1=NC2=CC=C(C=C2C(=C1)C=1N(C=CN1)C)C(=O)O